O=C1C=C(C(C=C1)=O)C(=O)OC methyl 3,6-dioxocyclohexa-1,4-diene-1-carboxylate